(S)-2-amino-4-hydroxybutyric acid N[C@H](C(=O)O)CCO